1-(6-{[3-cyclopropyl-5-(morpholin-4-yl)phenyl]amino}hexyl)-2-(hydroxymethyl)piperidine-3,4,5-triol C1(CC1)C=1C=C(C=C(C1)N1CCOCC1)NCCCCCCN1C(C(C(C(C1)O)O)O)CO